bis-(phenyl-cyclopentadienyl)di-m-tolyl-titanium C1(=CC=CC=C1)C1(C=CC=C1)[Ti](C=1C=C(C=CC1)C)(C=1C=C(C=CC1)C)C1(C=CC=C1)C1=CC=CC=C1